4-(methoxycarbonyl)-4-(N-phenylpropionamido)-1-piperidinepropionic acid COC(=O)C1(CCN(CC1)CCC(=O)O)N(C(CC)=O)C1=CC=CC=C1